C(C1=CC=CC=C1)NC1=NC(=C(C(=O)NC2=CC(=CC=C2)S(NC(C)(C)C)(=O)=O)C=C1)N1CCC2(CC2)CC1 6-(benzylamino)-N-(3-(N-(tert-butyl)sulfamoyl)phenyl)-2-(6-azaspiro[2.5]oct-6-yl)nicotinamide